6-(4-(4-(pyrimidin-2-yl)benzyl)-4H-thieno[3,2-b]pyrrole-3-carboxamido)spiro[3.3]heptane-2-carboxylic acid N1=C(N=CC=C1)C1=CC=C(CN2C3=C(C=C2)SC=C3C(=O)NC3CC2(CC(C2)C(=O)O)C3)C=C1